3-((2a-amino-3,3,4,4-tetrafluoro-1-oxo-2,2a,3,4-tetrahydro-1H-cyclopenta[cd]inden-7-yl)oxy)-5-fluorobenzonitrile NC12CC(C=3C(=CC=C(C13)C(C2(F)F)(F)F)OC=2C=C(C#N)C=C(C2)F)=O